FC1(OC2=C(O1)C=CC(=C2)[C@@H](C)OC2=NC=CC(=C2)N2N=C(C=1CCCC(C21)O)C(F)(F)F)F 1-(2-((R)-1-(2,2-difluorobenzo[d][1,3]dioxol-5-yl)ethoxy)pyridin-4-yl)-3-(trifluoromethyl)-4,5,6,7-tetrahydro-1H-indazol-7-ol